CS(=O)(=O)C=1C=[N+](C=CC1)[O-] 3-(methylsulfonyl)pyridine 1-oxide